C(CC#C)C1(N=N1)CCOC1=CC=C(C=C1)C1=CC=C(C=C1)N 4'-(2-(3-(but-3-yn-1-yl)-3H-diazirin-3-yl)ethoxy)-[1,1'-biphenyl]-4-amine